[NH4+].[O+2].ONC(=O)C1=NC=C(C(=C1)OC)C#CC1=C(C=CC=C1)NS(=O)(=O)C=1C=CC(=C2C=CC=NC12)OC N-hydroxy-4-methoxy-5-{2-[2-(5-methoxyquinoline-8-sulfonamido)phenyl]ethynyl}pyridine-2-carboxamide oxygen ammonium salt